benzyl (1R,5S)-3-(4-amino-6-chloro-5-fluoronicotinoyl)-8-azabicyclo[3.2.1]octane-8-carboxylate NC1=C(C(=NC=C1C(=O)C1C[C@H]2CC[C@@H](C1)N2C(=O)OCC2=CC=CC=C2)Cl)F